1,3-dibromo-2-(prop-1-en-2-yl)benzene BrC1=C(C(=CC=C1)Br)C(=C)C